N-(1-methylpiperidin-4-yl)-4-(3-(piperidine-1-carbonyl)pyrazolo[1,5-a]Pyridin-7-yl)benzamide CN1CCC(CC1)NC(C1=CC=C(C=C1)C1=CC=CC=2N1N=CC2C(=O)N2CCCCC2)=O